NCCCCCNC1=C(C(=O)NC2=NC(=C(C=C2)C)C2CC2)C=CC(=C1)NC ((5-aminopentyl)amino)-N-(6-cyclopropyl-5-methylpyridin-2-yl)-4-(methylamino)benzamide